1-(2-hydroxyphenyl)-2-phenyl-1-ethanone OC1=C(C=CC=C1)C(CC1=CC=CC=C1)=O